bis-(2-picolylmethyl)amine N1=C(C=CC=C1)CCNCCC1=NC=CC=C1